7-(3-(bis(4-methoxybenzyl)amino)-8-((triisopropylsilyl)ethynyl)isoquinolin-1-yl)-6,8-difluoro-2-(((2R,7aS)-2-fluorotetrahydro-1H-pyrrolizin-7a(5H)-yl)methoxy)quinazolin-4-ol COC1=CC=C(CN(C=2N=C(C3=C(C=CC=C3C2)C#C[Si](C(C)C)(C(C)C)C(C)C)C2=C(C=C3C(=NC(=NC3=C2F)OC[C@]23CCCN3C[C@@H](C2)F)O)F)CC2=CC=C(C=C2)OC)C=C1